N[C@@H](CCCCN)C(=O)O (11e)-lysine